C1(=CC=CC=C1)C1(N(C2=CC=CC=C2CC1)C(=O)O)C(=O)O 2-Phenyl-3,4-dihydroquinoline-1,2(2H)-dicarboxylic acid